COC=1C=C2C(=CC(=NC2=NC1)C)S 6-methoxy-2-methyl-1,8-naphthyridine-4-thiol